C(CCCCCCCCCCCCCCCCC)OC=1C=C(C(=O)N2CCOCC2)C=C(C1OCCCCCCCCCCCCCCCCCC)OCCCCCCCCCCCCCCCCCC 4-(3,4,5-tris(octadecyloxy)benzoyl)-morpholine